4-amino-N-(benzo[b]thiophen-5-yl)-1-cyclopentyl-1H-pyrazolo[3,4-d]pyrimidine-3-carboxamide NC1=C2C(=NC=N1)N(N=C2C(=O)NC2=CC1=C(SC=C1)C=C2)C2CCCC2